9,9',9'',9'''-(3,6-bis(2,6-diphenylpyrimidin-4-yl)benzene-1,2,4,5-tetrayl)tetrakis(3,6-dimethyl-9H-carbazole) C1(=CC=CC=C1)C1=NC(=CC(=N1)C=1C(=C(C(=C(C1N1C2=CC=C(C=C2C=2C=C(C=CC12)C)C)N1C2=CC=C(C=C2C=2C=C(C=CC12)C)C)C1=NC(=NC(=C1)C1=CC=CC=C1)C1=CC=CC=C1)N1C2=CC=C(C=C2C=2C=C(C=CC12)C)C)N1C2=CC=C(C=C2C=2C=C(C=CC12)C)C)C1=CC=CC=C1